BrC=1C2=C(SC1C(F)(F)P(OCC)(O)=O)C(=CC(=C2)C=2N=CNC2)OCCCC(F)(F)F ethyl hydrogen ((3-bromo-5-(1H-imidazol-4-yl)-7-(4,4,4-trifluorobutoxy)benzo[b]thiophen-2-yl)difluoromethyl)phosphonate